3,4-diacetyl-caffeic acid C(C)(=O)C1(C=C(/C=C/C(=O)O)C=CC1(O)C(C)=O)O